(5R)-2-hydroxy-5-isopropyl-pyrrolidine-1-carboxylic acid tert-butyl ester C(C)(C)(C)OC(=O)N1C(CC[C@@H]1C(C)C)O